6-vinyl-9-phenyl-9H-carbazole C(=C)C=1C=C2C=3C=CC=CC3N(C2=CC1)C1=CC=CC=C1